O[C@@H]1CC[C@H](CC1)C=1N=C2C(=NC1)N=C(S2)NC(C2=CN=C(C=C2C2=C(C=CC=C2)OC)C)=O N-(6-((trans)-4-Hydroxycyclohexyl)thiazolo[4,5-b]pyrazin-2-yl)-4-(2-methoxyphenyl)-6-methylnicotinamide